m-phenylenebis(5,6-dihydro-4H-1,3-oxazine) C1(=CC(=CC=C1)C=1OCCCN1)C=1OCCCN1